CC(C)CC(CC(C)C)Cl 2-methyl-4-isooctyl chloride